ClC1=C(CS(=O)C2=NC3=CC=CC=C3C=C2)C=C(C=C1)Cl ((2,5-dichlorobenzyl)sulfinyl)quinolin